2-(benzyloxy)-2-oxoethyl azetidine-1-carboxylate N1(CCC1)C(=O)OCC(=O)OCC1=CC=CC=C1